2-methyl-3-(2-methylbenzyl)naphthalene-1,4-dione CC=1C(C2=CC=CC=C2C(C1CC1=C(C=CC=C1)C)=O)=O